C1(=CC=CC=C1)C#C[Mg]Br (phenylethynyl)magnesium bromide